aniline hydrofluoric acid salt F.NC1=CC=CC=C1